5-methoxybenzyl methacrylate C(C(=C)C)(=O)OCC1=CC=CC(=C1)OC